(S)-N-(7-chloro-2-(1-(6-ethoxy-5-methoxypyridin-2-yl)-2-(methylsulfonyl)ethyl)-1,3-dioxoisoindolin-4-yl)acetamide ClC=1C=CC(=C2C(N(C(C12)=O)[C@H](CS(=O)(=O)C)C1=NC(=C(C=C1)OC)OCC)=O)NC(C)=O